N-(aminothiomethyl)-5-oxo-1-propyl-2-pyrrolidineacetamide NSCNC(CC1N(C(CC1)=O)CCC)=O